N1[C@@H](CCC1)CN (2s)-pyrrolidin-2-ylmethylamine